ClC1=C(C=NNC1=O)NC(C)C1COCCC1 trans-5-chloro-4-[[1-[tetrahydropyran-3-yl]ethyl]amino]-1H-pyridazin-6-one